4-fluoro-1-[1-(4-methoxyphenyl)ethyl]-1H-imidazole-5-carboxylic acid ethyl ester C(C)OC(=O)C1=C(N=CN1C(C)C1=CC=C(C=C1)OC)F